ClC1=NC(=NC(=C1N)Cl)N 4,6-dichloropyrimidine-2,5-diamine